C(C)(C)(C)[C@H]1CN(C[C@H](N1)C)C=1N=NC(=CN1)C1=C(C=C(C=C1)C=1C(=NNC1)F)O 2-{3-[(3s,5r)-3-tert-butyl-5-methylpiperazin-1-yl]-1,2,4-triazin-6-yl}-5-(3-fluoro-1H-pyrazol-4-yl)phenol